O.Cl.Cl.CN(C1=C2C=CC=C(C2=CC=C1)S(=O)(=O)NC1=CC=C(C=C1)CN1CCOCC1)C 5-(dimethylamino)-N-(4-(morpholinomethyl)phenyl)naphthalene-1-sulfonamide dihydrochloride monohydrate